C(C)(=O)OC1=C2C=CN(C2=CC=C1)C(=O)C(N(C)C)=O [(dimethylcarbamoyl)carbonyl]-1H-indol-4-yl acetate